FC1=NC(=CC(=C1)N(C=1SC(=C(N1)C(=O)NC1C(CC1)(C)C)C)C(=O)C1CCOCC1)F 2-[(2,6-difluoro-4-pyridyl)-(tetrahydropyran-4-carbonyl)amino]-N-(2,2-dimethylcyclobutyl)-5-methyl-thiazole-4-carboxamide